ClC1=C(C(=CC=C1)C)NC(=O)C1=CN=C(S1)NC1=NC(=NC(=C1)N1CCC(CC1)CN1CCN(CC1)C=1C=C2C(N(C(C2=CC1)=O)C1C(NC(CC1)=O)=O)=O)C N-(2-chloro-6-methylphenyl)-2-((6-(4-((4-(2-(2,6-dioxopiperidin-3-yl)-1,3-dioxoisoindolin-5-yl)piperazin-1-yl)methyl)piperidin-1-yl)-2-methylpyrimidin-4-yl)amino)thiazole-5-carboxamide